C[C@@H]1N(CCC1)CC1=CC2=NC=C(C=C2N1COCC[Si](C)(C)C)N 2-[[(2S)-2-methylpyrrolidin-1-yl]methyl]-1-[[2-(trimethylsilyl)ethoxy]methyl]pyrrolo[3,2-b]pyridin-6-amine